1-((S)-1-(2-((S*)-1-amino-5,5,5-trifluoro-4,4-dimethylpentyl)imidazo[1,2-b]pyridazin-7-yl)-2-methoxyethyl)-5,5-difluorotetrahydropyrimidin-2(1H)-one N[C@@H](CCC(C(F)(F)F)(C)C)C=1N=C2N(N=CC(=C2)[C@@H](COC)N2C(NCC(C2)(F)F)=O)C1 |o1:1|